C1(=CC=CC=C1)N1CC2(CCN(C2)C=2C=C(C(=O)NCCCCCC(=O)O)C=CN2)CC1 6-(2-(7-phenyl-2,7-diazaspiro[4.4]nonan-2-yl)isonicotinamido)hexanoic acid